CN1CCC(CC1)NC1=C2C=C(N(C2=CC=C1)CC(F)(F)F)C=1SC(=CN1)CNC(=O)C1CC1 N-[(2-{4-[(1-methylpiperidin-4-yl)amino]-1-(2,2,2-trifluoroethyl)-1H-indol-2-yl}-1,3-thiazol-5-yl)methyl]cyclopropanecarboxamide